C(C1=CC=CC=C1)OCCOCCOCC1CN(CCC1)C(=O)OC(C)(C)C tert-Butyl 3-({2-[2-(benzyloxy)ethoxy]ethoxy}methyl)piperidine-1-carboxylate